C(C)(C)(C)OC(=O)N1C(CCCCC1)C1=CC=C2C(=N1)NC(=N2)CC(=O)OCC (2-(2-ethoxy-2-oxoethyl)-3H-imidazo[4,5-b]pyridin-5-yl)azepane-1-carboxylic acid tert-butyl ester